N[C@H]1C2N(CC1CC2)C(=O)C=2C=C(C1=C(SC(=C1C)C1=CC=3C(=NC(=CC3)C3=CC(=C(C(=O)N)C=C3)F)N1CC1CC1)C2)OC 4-(2-(6-((7R)-7-Amino-2-azabicyclo[2.2.1]heptane-2-carbonyl)-4-methoxy-3-methylbenzo[b]thiophen-2-yl)-1-(cyclopropylmethyl)-1H-pyrrolo[2,3-b]pyridin-6-yl)-2-fluorobenzamide